methyl 2,4,6-trifluorobenzoate FC1=C(C(=O)OC)C(=CC(=C1)F)F